5-chloro-N-(3-chloro-5-(methylsulfonamido)phenyl)benzo[b]thiophene-2-carboxamide ClC1=CC2=C(SC(=C2)C(=O)NC2=CC(=CC(=C2)NS(=O)(=O)C)Cl)C=C1